ClC1=CC(=C(C=N1)NC1=CC2=C(C=N1)N(C(N2C2CCOCC2)=O)C)C 6-((6-chloro-4-methylpyridin-3-yl)amino)-3-methyl-1-(tetrahydro-2H-pyran-4-yl)-1,3-dihydro-2H-imidazo[4,5-c]pyridin-2-one